lithium methacryloxyethyl maleate C(\C=C/C(=O)[O-])(=O)OCCOC(C(=C)C)=O.[Li+]